N1=C(N=CC=C1)N1N=CN=C1C(C)NC(OC(C)(C)C)=O tert-butyl [1-{1-(pyrimidin-2-yl)-1H-1,2,4-triazol-5-yl}ethyl]carbamate